4-(3-(2,4-difluoro-3-(propylsulfonamido)benzoyl)-1H-pyrrolo[2,3-b]pyridin-5-yl)benzenesulfonamide FC1=C(C(=O)C2=CNC3=NC=C(C=C32)C3=CC=C(C=C3)S(=O)(=O)N)C=CC(=C1NS(=O)(=O)CCC)F